2-{[(αR)-6-[(4S)-4-[2-(benzyloxy)ethyl]-2,5-dioxoimidazolidin-1-yl]spiro[3.3]heptan-2-yl]oxy}pyridine-3-carboxamide C(C1=CC=CC=C1)OCC[C@@H]1NC(N(C1=O)C1CC2(CC(C2)OC2=NC=CC=C2C(=O)N)C1)=O